FC1(CCC(CC1)N1N=CC(=N1)C=1C(=C(C(=O)N)C=CC1I)N1CCC2(CC2)CC1)F (2-(4,4-difluorocyclohexyl)-2H-1,2,3-triazol-4-yl)-4-iodo-2-(6-azaspiro[2.5]octan-6-yl)benzamide